tert-butyl (6-chloro-2-(2,2,2-trifluoroacetyl)pyridin-3-yl)carbamate ClC1=CC=C(C(=N1)C(C(F)(F)F)=O)NC(OC(C)(C)C)=O